N-[[(carboxymethyl)aminocarbonyl]methyl]-2-amino-4-methylpentanamide C(=O)(O)CNC(=O)CNC(C(CC(C)C)N)=O